F[C@H](C1(COC1)C=1C=C(C=CC1)N1C(C2=CC(=CC(=C2C1)C(F)(F)F)CN1C[C@@H](CC1)OC)=O)C1=NN=CN1C 2-(3-(3-((R)-fluoro(4-methyl-4H-1,2,4-triazol-3-yl)methyl)oxetan-3-yl)phenyl)-6-(((R)-3-methoxypyrrolidin-1-yl)methyl)-4-(trifluoromethyl)isoindolin-1-one